N(N)C(=O)C1(C(N(CC1)C(=O)OC(C)(C)C)=O)C tert-Butyl 3-(hydrazinecarbonyl)-3-methyl-2-oxopyrrolidine-1-carboxylate